CC1=NN(C2=C3C(=C(C=C12)O)C=CC=C3)C3=CC=CC=C3 3-methyl-1-phenyl-1H-benzo[g]indazol-5-ol